2-(3-(4-bromo-3-(3-bromopropyloxy)phenyl)-1-(tetrahydro-2H-pyran-2-yl)-1H-pyrazolo[3,4-c]pyridin-5-yl)-3-fluorophenol BrC1=C(C=C(C=C1)C1=NN(C2=CN=C(C=C21)C2=C(C=CC=C2F)O)C2OCCCC2)OCCCBr